CC1=CN=C(S1)C=1C=C(C(=O)NCC=2C=NC(=NC2)C(F)(F)F)C=C(C1)OC1COC1 3-(5-methyl-1,3-thiazol-2-yl)-5-(oxetan-3-yloxy)-N-{[2-(trifluoromethyl)pyrimidin-5-yl]methyl}benzamide